Cl.Cl.NC1(CCN(CC1)C1=CC=C(C=N1)C=1C=2N(C=C(C1)OCC(C)(C)O)N=CC2C#N)C 4-(6-(4-amino-4-methylpiperidin-1-yl)pyridin-3-yl)-6-(2-hydroxy-2-methylpropyloxy)pyrazolo[1,5-a]pyridine-3-carbonitrile dihydrochloride